ClC=1C=C(OC2=C(N=CN(C2=O)CC=2C=C(C(N(N2)CC2=CC=C(C=C2)OC)=O)C(=O)OC)C(F)(F)F)C=C(C1)C#N methyl 6-((5-(3-chloro-5-cyanophenoxy)-6-oxo-4-(trifluoromethyl)pyrimidin-1(6H)-yl) methyl)-2-(4-methoxybenzyl)-3-oxo-2,3-dihydropyridazine-4-carboxylate